C1(CC1)N(C1=C(C(=NC=N1)NCC1=CC=C(C=C1)CC(=O)N)F)CC1=CC(=NC=C1)C(F)(F)F 2-[4-[[[6-[cyclopropyl-[[2-(trifluoromethyl)-4-pyridyl]methyl]amino]-5-fluoro-pyrimidin-4-yl]amino]methyl]phenyl]acetamide